C[C@@H]1CN(CCC1)CC1=C2C(=NC(=C1)C(=O)OC)CCC2 (S)-methyl 4-((3-methylpiperidin-1-yl) methyl)-6,7-dihydro-5H-cyclopenta[b]pyridine-2-carboxylate